CN1C=CN=N1 1-methyltriazole